C(CCCCCCCCC)(=O)[N-]C(CCCCCCCCC)=O didecanoyl-amide